2,3-diaminocyclohexane NC1CCCCC1N